CP(=O)(C)C=1C=C(C=CC1)C1=CC=C(C=C1)C1CN(C1)C(=O)N1C[C@H](CC1)N1C=NN=C1 [3-[4-(3-Dimethylphosphorylphenyl)phenyl]azetidin-1-yl]-[(3S)-3-(1,2,4-triazol-4-yl)pyrrolidin-1-yl]methanone